N6-[2-amino-2-(2-bromophenyl)ethyl]-N4-tert-butyl-1-methyl-pyrazolo[3,4-d]pyrimidine-4,6-diamine NC(CNC1=NC(=C2C(=N1)N(N=C2)C)NC(C)(C)C)C2=C(C=CC=C2)Br